(4-benzylpiperazin-1-yl)-[2-(3-methylbutylamino)pyridin-3-yl]methanone C(C1=CC=CC=C1)N1CCN(CC1)C(=O)C=1C(=NC=CC1)NCCC(C)C